Methyl (S)-6-methyl-5-((3,4,5-trifluorophenyl)carbamoyl)-4,5,6,7-tetrahydropyrazolo[1,5-a]pyrazine-3-carboxylate C[C@@H]1N(CC=2N(C1)N=CC2C(=O)OC)C(NC2=CC(=C(C(=C2)F)F)F)=O